C(C)(C)(C)[Co](NC(C)=O)C(C)(C)C di-tert-butyl-acetamidocobalt